[Au].[Ag] silver-gold